BrC1=CC=C(N=CC2=CC=CC=C2)C=C1 p-bromobenzylideneaniline